OC[C@@H]1CN(CCO1)C1=CC=C(N=N1)C1=C(C=C(C=C1C(F)(F)F)C)O 2-[6-[(2S)-2-(hydroxymethyl)morpholin-4-yl]pyridazin-3-yl]-5-methyl-3-(trifluoromethyl)phenol